2-ethoxy-N-(4-(2-methoxyethoxy)-2-(thiazol-5-yl)quinolin-6-yl)propanamide C(C)OC(C(=O)NC=1C=C2C(=CC(=NC2=CC1)C1=CN=CS1)OCCOC)C